N5-(3-Amino-1-ethylpropyl)-2-methyl-1,5-pentandiamin NCCC(CC)NCCCC(CN)C